1-[1-methyl-6-(4-piperidinyl)indazol-3-yl]hexahydropyrimidine-2,4-dione hydrochloride Cl.CN1N=C(C2=CC=C(C=C12)C1CCNCC1)N1C(NC(CC1)=O)=O